C(C)(C)(C)OC(=O)N1C[C@@H](CC1)CC(=O)O ((3S)-1-(tert-butoxycarbonyl)pyrrolidin-3-yl)acetic acid